bis(2-(acryloyloxy) ethyl) 5,5'-oxybis(2-(chlorocarbonyl) benzoate) O(C=1C=CC(=C(C(=O)OCCOC(C=C)=O)C1)C(=O)Cl)C=1C=CC(=C(C(=O)OCCOC(C=C)=O)C1)C(=O)Cl